OC1=C(C=CC(=C1)OC)C(\C=C\C1=CC=C(C=C1)C(=O)N1CCOCC1)=O (E)-1-(2-Hydroxy-4-methoxyphenyl)-3-[4-(morpholine-4-carbonyl)phenyl]prop-2-en-1-one